C(C=C)(=O)N1CC2(CC2)CC(C1)N1N=NC(=C1)C=1C=CC(=NC1)NC(C1=NC(=CC=C1)C1=C(C=NN1)Cl)=O N-(5-(1-(5-acryloyl-5-azaspiro[2.5]octan-7-yl)-1H-1,2,3-triazol-4-yl)pyridin-2-yl)-6-(4-chloro-1H-pyrazol-5-yl)picolinamide